FC(C(=O)O)(F)F.C(C)OC(CC(=O)[C@H]1NC[C@@H](C1)F)=O 3-((2S,4R)-4-Fluoropyrrolidin-2-yl)-3-oxopropanoic acid ethyl ester trifluoroacetate